(5-bromopyridin-2-yl)(4-methylpiperazin-1-yl)methanone BrC=1C=CC(=NC1)C(=O)N1CCN(CC1)C